OC1=C(C=CC(=C1)C(F)(F)F)C1=C(C=C(N=N1)N[C@H]1CN(CCC1)C1CCN(CC1)C(=O)N1CCNCC1)C (R)-(3-((6-(2-hydroxy-4-(trifluoromethyl)phenyl)-5-methylpyridazin-3-yl)amino)-[1,4'-bipiperidin]-1'-yl)(piperazin-1-yl)methanone